tert-butyl (3S)-4-(7-(2-acetamido-6-fluorophenyl)-6-fluoro-1-(2-isopropyl-4-methylpyridin-3-yl)-2-oxo-1,2-dihydropyrido[2,3-d]pyrimidin-4-yl)-3-methylpiperazine-1-carboxylate C(C)(=O)NC1=C(C(=CC=C1)F)C=1C(=CC2=C(N(C(N=C2N2[C@H](CN(CC2)C(=O)OC(C)(C)C)C)=O)C=2C(=NC=CC2C)C(C)C)N1)F